2,3-dimethylbutadiene Ruthenium [Ru].CC(=C)C(=C)C